Methyl 4-[4-ethoxy-2-methyl-5-(propan-2-yl)benzoyl]benzoate C(C)OC1=CC(=C(C(=O)C2=CC=C(C(=O)OC)C=C2)C=C1C(C)C)C